FC(C(C(C(C(C(C(C(C(C(C(C(F)(F)F)(F)F)(F)F)(F)F)(F)F)(F)F)(F)F)(F)F)(F)F)(F)F)(F)F)(CCCCCCCCCCCC)F pentacosafluorotetracosane